(S)-6-(1-amino-1,3-dihydro-spiro[inden-2,4'-piperidin]-1'-yl)-3-(1-(5-methoxy-1H-pyrrolo[2,3-c]pyridin-3-yl)vinyl)-1,5-dihydro-4H-pyrazolo[3,4-d]pyrimidin-4-one N[C@@H]1C2=CC=CC=C2CC12CCN(CC2)C=2NC(C1=C(N2)NN=C1C(=C)C1=CNC2=CN=C(C=C21)OC)=O